ClC1=C(C=CC=C1C1=NC=CC(=C1Cl)C1=NC(=C(C=C1)CNC[C@@H]1NC(CC1)=O)OC)NC=1C(=C(CN2CC3(C2)NC(CC3)=O)C=CC1)F (R)-2-(3-((2-chloro-3-(3'-chloro-6-methoxy-5-((((5-oxopyrrolidin-2-yl)methyl)amino)methyl)-[2,4'-bipyridin]-2'-yl)phenyl)amino)-2-fluorobenzyl)-2,5-diazaspiro[3.4]octan-6-one